C(N)(O[C@@H]1CN[C@H](CC1)C)=O trans-(6-methylpiperidin-3-yl) carbamate